The molecule is a triterpenoid saponin that is the 3-O-beta-glucuronide of soyasapogenol A. It is a beta-D-glucosiduronic acid and a triterpenoid saponin. It derives from a soyasapogenol A. It is a conjugate acid of a soyasapogenol A 3-O-beta-glucuronate. C[C@]12CC[C@@H]([C@]([C@@H]1CC[C@@]3([C@@H]2CC=C4[C@]3(CC[C@@]5([C@H]4CC([C@H]([C@H]5O)O)(C)C)C)C)C)(C)CO)O[C@H]6[C@@H]([C@H]([C@@H]([C@H](O6)C(=O)O)O)O)O